N-(2,3'-dicyano-2'-fluorobiphenyl-3-yl)-4,5,6,7-tetrahydro[1,3]thiazolo[5,4-c]pyridine-2-carboxamide C(#N)C1=C(C=CC=C1NC(=O)C=1SC=2CNCCC2N1)C1=C(C(=CC=C1)C#N)F